C(C)(C)(C)OC(=O)N[C@@H](CCCCNC(=O)C1=CC=CC=CC=C1)C(=O)O N2-(tert-butoxycarbonyl)-N6-(cycloocta-1,3,5,7-tetraene-1-yl-carbonyl)-L-lysine